FC(C(C(C(F)(F)F)(F)F)(F)F)(S(=O)(=O)[O-])F.C(CCCC)[N+](CCCCC)(CCCCC)CCCCC tetrapentylammonium perfluorobutanesulfonate salt